C(C)(=O)N(N(C(=O)C1=CC=2C3=C(C(=NC2C=C1)N)C=NN3C)CC3=C(C=C(C=C3)Cl)C#N)C N'-acetyl-4-amino-N-(4-chloro-2-cyanobenzyl)-N',1-dimethyl-1H-pyrazolo[4,3-c]quinoline-8-carbohydrazide